C1(CC1)NC(C([C@@H](C[C@@H]1C(N[C@@H](C1)C)=O)C=1C(=C(C(=O)N)C=CC1)NC(CC(F)(F)F)=O)=O)=O ((1S)-3-(cyclopropylamino)-1-[[(3S,5R)-5-methyl-2-oxo-pyrrolidin-3-yl]methyl]-2,3-dioxo-propyl)-2-(3,3,3-trifluoropropanoylamino)benzamide